3-methoxy-7-nitro-10H-Phenoxazine COC=1C=CC=2NC3=CC=C(C=C3OC2C1)[N+](=O)[O-]